ClC1=C(C=CC=C1F)CC(=O)NC1=CC(=NC=C1)N(C(C)=O)C1=CC(=C(C=C1)C#N)C(F)(F)F N-{4-[2-(2-chloro-3-fluorophenyl)acetylamino]pyridin-2-yl}-N-[4-cyano-3-(trifluoromethyl)phenyl]acetamide